FC1=CC(=C(C=C1[N+](=O)[O-])NC1=NC=CC(=N1)C1=CN(C2=CC=CC=C12)C1COC1)OC N-(4-fluoro-2-methoxy-5-nitrophenyl)-4-(1-(oxetan-3-yl)-1H-indol-3-yl)pyrimidin-2-amine